CON(C(CC1=CC=NC=C1)=O)C N-methoxy-N-methyl-2-(pyridin-4-yl)acetamide